C(C=C)(=O)ON1C(CCC1=O)=O succinimidyl N-acrylate